[thianthrene-2,7-diyldi(4,1-phenylene)]dimethanol C1=C(C=CC=2SC3=CC(=CC=C3SC12)C1=CC=C(C=C1)CO)C1=CC=C(C=C1)CO